FC1=C(C=CC(=C1)C(C(F)(F)F)(F)F)C(C)N(C(C(N)=O)=O)C N'-[1-[2-fluoro-4-(1,1,2,2,2-pentafluoroethyl)phenyl]ethyl]-N'-methyl-oxamide